tert-butyl 4-[(4-amino-1H-pyrazol-1-yl)methyl]piperidine-1-carboxylate NC=1C=NN(C1)CC1CCN(CC1)C(=O)OC(C)(C)C